[Cu+2].FS(=O)(=O)C=1C=C(C(=O)CC(=O)OCC)C=CC1 ethyl 3-(fluorosulfonyl)benzoylacetate copper(II)